Dimethyl 4-[[3-[[tert-butoxycarbonyl(methyl)amino]methyl]-2-chloro-phenyl]sulfonylamino]benzene-1,2-dicarboxylate C(C)(C)(C)OC(=O)N(C)CC=1C(=C(C=CC1)S(=O)(=O)NC=1C=C(C(=CC1)C(=O)OC)C(=O)OC)Cl